C(C)(C)(C)OC(=O)N1[C@@H](CN([C@H](C1)CO)C=1C2=C(N(C(N1)=O)C)C=CC(=N2)C#N)C (2R,5R)-4-(6-cyano-1-methyl-2-oxo-1,2-dihydropyrido[3,2-d]pyrimidin-4-yl)-5-(hydroxymethyl)-2-methylpiperazine-1-carboxylic acid tert-butyl ester